ClC1=CC(=C(COC2=CC=CC(=N2)C=2CCN(CC2)CC2=NC3=C(N2C[C@H]2OCC2)C=CC(=C3)CC(=O)OC)C=C1)F methyl (S)-2-(2-((6-((4-chloro-2-fluorobenzyl)oxy)-3',6'-dihydro-[2,4'-bipyridin]-1'(2'H)-yl)methyl)-1-(oxetan-2-ylmethyl)-1H-benzo[d]imidazol-5-yl)acetate